(6-(2-((2-isopropoxyethyl)amino)pyrrolo[2,1-f][1,2,4]triazin-5-yl)imidazo[1,2-a]pyridin-3-yl)(pyrrolidin-1-yl)methanone C(C)(C)OCCNC1=NN2C(C=N1)=C(C=C2)C=2C=CC=1N(C2)C(=CN1)C(=O)N1CCCC1